3-(1,2-dimethyl-1H-benzo[d]imidazol-6-yl)-7-isopropoxy-1-(4-(methoxy-d3)phenyl)-3,4-dihydropyrido[2,3-d]pyrimidin-2(1H)-one CN1C(=NC2=C1C=C(C=C2)N2C(N(C1=C(C2)C=CC(=N1)OC(C)C)C1=CC=C(C=C1)OC([2H])([2H])[2H])=O)C